BrC=1C=C(C=C2C(N(CC12)C1CCC(CC1)C(NC1=CC(=C(C=C1)C)OC)=O)=O)NCC1CN(C1)C(=O)OC(C)(C)C tert-butyl 3-((7-bromo-2-((1s,4s)-4-(3-methoxy-4-methylphenylcarbamoyl)cyclohexyl)-3-oxoisoindolin-5-ylamino)methyl)azetidine-1-carboxylate